C(C)NNC(=O)C1=CC=C(CNC(C2=CC=CC=C2)=O)C=C1 N-(4-(2-ethylhydrazine-1-carbonyl)benzyl)benzamide